C12(CCC(C1)C2)C2=C(C=C(C(=N2)C)C=2NC=1C=CN=C(C1C(C2)=O)C(=O)N)Cl 2-[6-(1-bicyclo[2.1.1]hexanyl)-5-chloro-2-methyl-3-pyridyl]-4-oxo-1H-1,6-naphthyridine-5-carboxamide